(S)-N-(7-chloro-6-(1-((3R,4R)-4-hydroxy-3-methyltetrahydrofuran-3-yl)piperidin-4-yl)isoquinolin-3-yl)-3-oxabicyclo[3.1.0]hexane-6-carboxamide ClC1=C(C=C2C=C(N=CC2=C1)NC(=O)C1C2COC[C@H]12)C1CCN(CC1)[C@@]1(COC[C@@H]1O)C